1-[6-[3,5-bis(difluoromethyl)pyrazol-1-yl]-5-(difluoromethyl)-2-pyridyl]-5-bromo-6-(oxetan-3-yloxy)benzimidazole FC(C1=NN(C(=C1)C(F)F)C1=C(C=CC(=N1)N1C=NC2=C1C=C(C(=C2)Br)OC2COC2)C(F)F)F